N-(4-(8-Amino-3-isopropyl-5-(4-(methylamino)cyclohex-1-en-1-yl)imidazo[1,5-a]pyrazin-1-yl)-3-fluorophenyl)-1-(2-Chlorophenyl)methansulfonamid NC=1C=2N(C(=CN1)C1=CCC(CC1)NC)C(=NC2C2=C(C=C(C=C2)NS(=O)(=O)CC2=C(C=CC=C2)Cl)F)C(C)C